Benzyl (S)-4-bromo-2-(2-((tert-butoxycarbonyl)amino)-4-methoxy-4-oxobutoxy)benzoate BrC1=CC(=C(C(=O)OCC2=CC=CC=C2)C=C1)OC[C@H](CC(=O)OC)NC(=O)OC(C)(C)C